6-ethyl-8-(4-fluorothiophenyl)-2,4-dimethylpyrimido[4,5-c]isoquinoline-1,3,7,10(2H,4H)-tetraone C(C)C1=NC2=C(C=3C(C=C(C(C13)=O)C1=CC=C(C=C1)SF)=O)C(N(C(N2C)=O)C)=O